5-(prop-2-yn-1-yloxy)-1,3,4-thiadiazol-2-amine C(C#C)OC1=NN=C(S1)N